3-(3-methoxypropoxy)prop-1-yne COCCCOCC#C